(3R,4R)-5-(2-oxo-4-(hydroxylamino)pyrimidin-1(2H)yl)-3,4-diacetoxytetrahydrofuran O=C1N(C=CC(=N1)NO)C1[C@@H]([C@@H](CO1)OC(C)=O)OC(C)=O